2-[2-(3,4-dimethoxyphenyl)vinyl]-4,6-bis(trichloromethyl)-1,3,5-triazine COC=1C=C(C=CC1OC)C=CC1=NC(=NC(=N1)C(Cl)(Cl)Cl)C(Cl)(Cl)Cl